4-benzyl-2-fluoro-3,4-dihydronaphthalen-1(2H)-one C(C1=CC=CC=C1)C1CC(C(C2=CC=CC=C12)=O)F